N1(C=NC=C1)C1=NC(=CC(=N1)C(=O)NC1=CC(=NC=C1)C(F)(F)F)OCCOC 2-(1H-imidazol-1-yl)-6-(2-methoxyethoxy)-N-(2-(trifluoromethyl)pyridin-4-yl)pyrimidine-4-carboxamide